(R)-8-cyclopentyl-7-ethyl-2-{{6-methoxy-1-[2-(pyrrolidin-1-yl)acetyl]-1,2,3,4-tetrahydroquinolin-7-yl}amino}-5-methyl-7,8-dihydropterin C1(CCCC1)N1C(CN(C=2C(N[C@](NC12)(N)NC1=C(C=C2CCCN(C2=C1)C(CN1CCCC1)=O)OC)=O)C)CC